3-methoxy-N-methyl-4-{[3-(4-{[(1S,4S)-4-{3-oxa-9-azaspiro[5.5]undecan-9-yl}cyclohexyl]amino}-1-(2,2,2-trifluoroethyl)-1H-indol-2-yl)prop-2-yn-1-yl]amino}benzamide COC=1C=C(C(=O)NC)C=CC1NCC#CC=1N(C2=CC=CC(=C2C1)NC1CCC(CC1)N1CCC2(CCOCC2)CC1)CC(F)(F)F